F\C(=C/C=1C=C(C(=O)N[C@@H]2[C@H](CC3=CC=CC=C23)O)C=CC1C)\C=1C=NC=C(C1)CN1CCN(CC1)C 3-[(Z)-2-fluoro-2-{5-[(4-methylpiperazin-1-yl)methyl]pyridin-3-yl}ethenyl]-N-[(1S,2S)-2-hydroxy-2,3-dihydro-1H-inden-1-yl]-4-methylbenzamide